benzotriazol-1-yloxytripyrrolidino(pyrrolidino)phosphonium hexafluorophosphate F[P-](F)(F)(F)(F)F.N1(N=NC2=C1C=CC=C2)OC2N(CCC2)[P+](N2CCCC2)(N2CCCC2)N2CCCC2